NC(C(=O)O)(CCCCB(O)O)CCCN1C(=CCC1)C1=CC=CC=C1 2-amino-6-borono-2-(3-(2-phenylpyrrolin-1-yl)propyl)hexanoic acid